ClC1=C(C(=O)O)C=CC=C1 o-chlorobenzoic acid